N,N-dimethyl-3-azaspiro[5.5]undecan-9-amine dihydrochloride Cl.Cl.CN(C1CCC2(CCNCC2)CC1)C